D-galactopyranosyl-(1→2) β-D-glucopyranoside O([C@H]1[C@H](O)[C@@H](O)[C@H](O)[C@H](O1)CO)C1[C@H](O)[C@@H](O)[C@@H](O)[C@H](O1)CO